C12(CC(C1)C2)N2N=C(C=1C2=NC(=NC1)NC1=CC2=C(OCO2)C=C1C)C 1-(bicyclo[1.1.1]pentan-1-yl)-3-methyl-N-(6-methylbenzo[d][1,3]dioxol-5-yl)-1H-pyrazolo[3,4-d]pyrimidin-6-amine